ClC1=C(C=CC(=C1)F)C1=CC(OC2=CC(=CC=C12)O[C@@H](C(=O)N1CCCCC1)C)=O 1-[(2R)-2-[4-(2-Chloro-4-fluoro-phenyl)-2-oxo-chromen-7-yl]oxypropanoyl]piperidin